NC=1C(=CC(=C(C1)NC1=NC=C(C(=N1)N1C(C(C2=NC(=CC=C21)C)(C)C)([2H])[2H])C(=O)OC(C)C)OC)N2CCN(CC2)C2CC2 isopropyl 2-((5-amino-4-(4-cyclopropylpiperazin-1-yl)-2-methoxyphenyl)amino)-4-(3,3,5-trimethyl-2,3-dihydro-1H-pyrrolo[3,2-b]pyridin-1-yl-2,2-d2)pyrimidine-5-carboxylate